2-(2'-methoxy-5'-propylphenyl)-1,3,3-trimethylbicyclo[2.2.1]heptan-2-ol COC1=C(C=C(C=C1)CCC)C1(C2(CCC(C1(C)C)C2)C)O